C(CC)(=O)OC1=CC2=C(C=CCO2)C=C1 7-propionyloxy-2H-benzopyran